(3,3-Difluoroazetidin-1-yl)[4-(2-{(S)-(4,4-difluorocyclohexyl)[(5-isopropyl-1,2,4-oxadiazol-3-yl)amino]methyl}-4-fluoro-1H-benzimidazol-5-yl)tetrahydropyran-4-yl]-methanone FC1(CN(C1)C(=O)C1(CCOCC1)C1=C(C2=C(NC(=N2)[C@@H](NC2=NOC(=N2)C(C)C)C2CCC(CC2)(F)F)C=C1)F)F